3-((4,4,6,6,6-pentafluorohexyl)oxy)-4-(1-(trifluoromethyl)-1,2,5,6-tetrahydropyridin-3-yl)-1,2,5-thiadiazole FC(CCCOC1=NSN=C1C=1CN(CCC1)C(F)(F)F)(CC(F)(F)F)F